2,4-bis(trichloromethyl)-6-(4-methoxyphenyl)-1,3,5-triazine ClC(C1=NC(=NC(=N1)C(Cl)(Cl)Cl)C1=CC=C(C=C1)OC)(Cl)Cl